N[C@H]1CN(CCC1)C(=O)C=1C=CC=2N(C1)N=C(C2C)C=2N(C1=CC(=CC=C1C2)C=2C=C(C=CC2)CO)CC2CC2 [3-(2-{6-[(3R)-3-Aminopiperidine-1-carbonyl]-3-methylpyrazolo[1,5-a]pyridin-2-yl}-1-(cyclopropylmethyl)-1H-indol-6-yl)phenyl]methanol